N-CYCLOPROPYL-3-(4-FORMYLPHENOXY)PROPANAMIDE C1(CC1)NC(CCOC1=CC=C(C=C1)C=O)=O